C(C)(C)(C)OC([C@@H](NC(CNC([C@@H](NC(C1=CC(=CC=C1)CN)=O)CC(=O)OC(C)(C)C)=O)=O)CCCCNC(=O)OCC1=CC=CC=C1)=O N-[3-(aminomethyl)benzoyl]-O4-tert-butyl-L-aspartylglycinyl-N6-[(benzyloxy)carbonyl]-L-lysine tert-butyl ester